1-isopropyl-5-(2-(5-(piperazin-1-yl)pyridin-2-yl)aminopyrimidin-4-yl)-pyridin-2(1H)-one C(C)(C)N1C(C=CC(=C1)C1=NC(=NC=C1)NC1=NC=C(C=C1)N1CCNCC1)=O